N-(quinolin-8-yl)but-3-enamide N1=CC=CC2=CC=CC(=C12)NC(CC=C)=O